sodium borohydride triacetoxyborohydride C(C)(=O)O[BH-](OC(C)=O)OC(C)=O.[BH4-].[Na+]